3,5-dichloro-N-(3-(2-cyanobenzyl)-4-oxo-3,4-dihydroquinazolin-5-yl)-4-hydroxybenzamide ClC=1C=C(C(=O)NC2=C3C(N(C=NC3=CC=C2)CC2=C(C=CC=C2)C#N)=O)C=C(C1O)Cl